BrC1=CC=C(C=C1)C1(CC1)NC(OC(C)(C)C)=O tert-butyl N-[1-(4-bromophenyl)cyclopropyl]carbamate